tert-butyl (R)-8-oxo-6-oxa-2,9-diazaspiro[4.5]decane-2-carboxylate O=C1CO[C@]2(CCN(C2)C(=O)OC(C)(C)C)CN1